C(C)OC(=O)C1C(N(C2=NC(=C(C=C2C1=O)F)Cl)C=1C(=NC=CC1C)C(C)C)=O 7-chloro-6-fluoro-1-(2-isopropyl-4-methylpyridin-3-yl)-2,4-dioxo-1,2,3,4-tetrahydro-1,8-naphthyridine-3-carboxylic acid ethyl ester